CC1=NOC(=C1C=1C=CC(=C(C1)N(C1=CC=C(C=C1)C1(CC=CC=C1)C1(CC1)C#N)CC1CCC(CC1)=C=O)C)C 1-(4-((5-(3,5-Dimethylisoxazol-4-yl)-2-methylphenyl)((4-carbonylcyclohexyl)methyl)amino)phenyl)phenylcyclopropanecarbonitrile